5-hydroxy-N,6-dimethylpyrimidin-4-carboxamide OC=1C(=NC=NC1C)C(=O)NC